(R)-N-(2-(cyclopropanecarboxamido(4-isopropylphenyl)methyl)phenyl)cyclopropanecarboxamide C1(CC1)C(=O)N[C@@H](C1=C(C=CC=C1)NC(=O)C1CC1)C1=CC=C(C=C1)C(C)C